tert-butyl (S)-3-(3-fluorophenyl)piperazine-1-carboxylate FC=1C=C(C=CC1)[C@H]1CN(CCN1)C(=O)OC(C)(C)C